N-{4-[(3-chloro-1-{[2-(trimethylsilyl)ethoxy]methyl}-1H-pyrrolo[2,3-b]pyridin-4-yl)oxy]-3,5-difluorophenyl}-4,5-dihydro-1,3-oxazol-2-amine ClC1=CN(C2=NC=CC(=C21)OC2=C(C=C(C=C2F)NC=2OCCN2)F)COCC[Si](C)(C)C